2-(2-chloropyrimidin-4-yl)-3-phenylisoxazolidine ClC1=NC=CC(=N1)N1OCCC1C1=CC=CC=C1